6-[5H-imidazo[4,3-a]isoindol-5-yl]-5H,6H,7H-cyclopenta[c]pyridin-7-ol C=1N=CN2C1C1=CC=CC=C1C2C2CC1=C(C=NC=C1)C2O